(ethylsulfonamido)-7-fluoro-2,3-dihydro-1H-indene-4-carboxamide C(C)S(=O)(=O)NC1CCC=2C(=CC=C(C12)F)C(=O)N